C(C)(C)(C)OC(=O)N[C@H](C(C#N)NC1=C(C=C(C=C1)C1=CC(=CC=C1)N1CCOCC1)C(=O)OC)CC1=CNC2=CC=CC=C12 methyl 4-(((2S)-2-((tert-butoxycarbonyl)amino)-1-cyano-3-(1H-indol-3-yl)propyl)amino)-3'-morpholino-[1,1'-biphenyl]-3-carboxylate